bishexylacrylamide C(CCCCC)C(=CC(=O)N)CCCCCC